ClC=1C=CC(=C(C1)N1CC(N(CC1=O)C(C(=O)N)CC1=CC=CC=C1)=O)N1N=NC(=C1)Cl 2-(4-(5-chloro-2-(4-chloro-1H-1,2,3-triazol-1-yl)phenyl)-2,5-dioxopiperazin-1-yl)-3-phenylpropanamide